6-(4-acetylpiperazin-1-yl)-N-(4-trifluoromethyl-pyrimidin-2-yl)-N-methyl-3,4-dihydroisoquinoline-2(1H)-sulfonamide C(C)(=O)N1CCN(CC1)C=1C=C2CCN(CC2=CC1)S(=O)(=O)N(C)C1=NC=CC(=N1)C(F)(F)F